N-(5-(benzyloxy)-3,4,6-trimethylpyridin-2-yl)-7-methoxybenzofuran-2-carboxamide C(C1=CC=CC=C1)OC=1C(=C(C(=NC1C)NC(=O)C=1OC2=C(C1)C=CC=C2OC)C)C